2-[[2-hydroxyethyl(methyl)amino]methyl]-5-[1-(2,2,3,3,3-pentafluoropropyl)pyrazol-4-yl]-4-(trifluoromethyl)-1H-pyrimidin-6-one OCCN(C)CC=1NC(C(=C(N1)C(F)(F)F)C=1C=NN(C1)CC(C(F)(F)F)(F)F)=O